ClC1=CC=C(C=C1)NC(NC#N)=N N3-p-chlorophenyl-N1-Cyanoguanidine